FC=1C=C(C=CC1OC1=C2C(=NC=C1)NC(N2C(C)C)=O)NC(=O)C=2C=NN(C2C(F)(F)F)C2COCCC2 N-(3-fluoro-4-((1-isopropyl-2-oxo-2,3-dihydro-1H-imidazo[4,5-b]pyridin-7-yl)oxy)phenyl)-1-(tetrahydro-2H-pyran-3-yl)-5-(trifluoromethyl)-1H-pyrazole-4-carboxamide